FC1=C(C(=CC(=C1)O)F)OB(O)O 2,6-difluoro-4-hydroxyphenyl-boric acid